NC=1C=C(C=C(C1)C(F)(F)F)[C@@H](C)NC1=NC(=NC2=CC3=C(C=C12)N(C([C@]3(OC)CC)=O)C)C (S)-4-(((R)-1-(3-amino-5-(trifluoromethyl)phenyl)ethyl)amino)-8-ethyl-8-methoxy-2,6-dimethyl-6,8-dihydro-7H-pyrrolo[2,3-g]quinazolin-7-one